C(C)C(COCCOCCO)CCCC diethylene glycol 2-ethylhexyl ether